CN(C)CC=1C(=NC=C(C1)C1(OCCC1)C)N ((dimethylamino)methyl)-5-(2-methyltetrahydrofuran-2-yl)pyridin-2-amine